COC1=C(C=C2C(=CC=NC2=C1)N1CCC(CC1)C(CNS(=O)(=O)NC(OC(C)(C)C)=O)C)N1CCOCC1 tert-butyl (N-(2-(1-(7-methoxy-6-morpholinoquinolin-4-yl)piperidin-4-yl)propyl)sulfamoyl)carbamate